C(C)C1CC(=CC1=O)C 5-ethyl-3-methylcyclopentenone